N-(3-(4-chloro-3-fluorophenyl)pyrrolidin-3-yl)-4-(trifluoromethoxy)benzenesulfonamide ClC1=C(C=C(C=C1)C1(CNCC1)NS(=O)(=O)C1=CC=C(C=C1)OC(F)(F)F)F